C(C=CCCCCCCCCCCCCCCCCCCCCCCCC)(=O)O Heptaeicosaenoic acid